C1N(CCC2=CC=CC=C12)C[C@H](CN1CCOC2=C(C1=O)C=CC(=C2)C(CC)=O)O 4-[(2R)-3-(3,4-dihydro-1H-isoquinolin-2-yl)-2-hydroxy-propyl]-8-propanoyl-2,3-dihydro-1,4-Benzoxazepine-5-one